C(C)OC(=O)C1=CC(=NN1)OC1CCN(CC1)S(=O)(=O)C 3-[(1-methylsulfonyl-4-piperidinyl)oxy]-1H-pyrazole-5-carboxylic acid ethyl ester